Phenyl (2-amino-6-((4-fluorobenzyl)amino)pyridin-3-yl)carbamate NC1=NC(=CC=C1NC(OC1=CC=CC=C1)=O)NCC1=CC=C(C=C1)F